COC1=CC=C2C=NC=NC2=C1 7-methoxyquinazoline